C(C1=CC=CC=C1)N1N=C(C(N(C1=O)CC1=CC=CC=C1)=O)C1=CC=C(C=C1)OCC1=CC=CC=C1 2,4-dibenzyl-6-(4-(benzyloxy)phenyl)-1,2,4-triazine-3,5(2H,4H)-dione